tert-Butyl [trans-3-(pyridin-3-yloxy)cyclobutyl]carbamate N1=CC(=CC=C1)O[C@@H]1C[C@H](C1)NC(OC(C)(C)C)=O